FC=1C=C(CCC2=CC(=CC(=N2)N)C)C=C(C1)CC[C@@H]1N(CCC1)C (S)-6-(3-fluoro-5-(2-(1-methylpyrrolidin-2-yl)ethyl)phenethyl)-4-methylpyridin-2-amine